2-(hydroxymethyl)-7-methoxy-1-methyl-5-phenyl-1,5-dihydro-4H-imidazo[4,5-c]quinolin-4-one OCC=1N(C2=C(C(N(C=3C=C(C=CC23)OC)C2=CC=CC=C2)=O)N1)C